3-{4-[(2-{[(tert-Butoxy)carbonyl]amino}ethyl)-sulfamoyl]phenyl}-1-sulfamoyl-1H-pyrrole-2-carboxylic acid, sodium salt [Na+].C(C)(C)(C)OC(=O)NCCNS(=O)(=O)C1=CC=C(C=C1)C1=C(N(C=C1)S(N)(=O)=O)C(=O)[O-]